C(C)(C)(C)OC(=O)N1C(=CC2=CC=C(C=C12)CN1N=NC(=C1)C=1C=NC=C(C1)N1CCCC1)CO 2-(hydroxymethyl)-6-((4-(5-(pyrrolidin-1-yl)pyridin-3-yl)-1H-1,2,3-triazol-1-yl)Methyl)-1H-indole-1-carboxylic acid tert-butyl ester